(3S)-3-[(tert-butoxycarbonyl)amino]-3-(2-methylpyrazol-3-yl)propanoic acid C(C)(C)(C)OC(=O)N[C@@H](CC(=O)O)C=1N(N=CC1)C